C(C)C1(COC1)COCC1(COC1)CC bis[(3-ethyloxetan-3-yl) methyl] ether